C12CCC(CC1)(CC2)NC(=O)C2=CC=1C(=CN=CC1Cl)N2 N-(4-bicyclo[2.2.2]octyl)-4-chloro-1H-pyrrolo[2,3-c]pyridine-2-carboxamide